BrC1=CC=C2C=NN(C2=C1)C1OCCCC1 6-bromo-1-(oxan-2-yl)indazole